(E)-N'-cyano-N-((1,2,3,5,6,7-hexahydro-s-indacen-4-yl)carbamoyl)-3-(oxetan-3-ylamino)prop-1-ene-1-sulfonimidamide C(#N)N=S(=O)(NC(NC1=C2CCCC2=CC=2CCCC12)=O)\C=C\CNC1COC1